5-(2-hydroxyethyl)imidazolidine-2,4-dione OCCC1C(NC(N1)=O)=O